5-amino-2-methyl-N-[2-(2-pyridyl)ethyl]-benzenesulfonamide NC=1C=CC(=C(C1)S(=O)(=O)NCCC1=NC=CC=C1)C